ClC=1C(=CC2=C(N(C(N=C2N2[C@@H](CN(C[C@@H]2C)C(=O)OC(C)(C)C)C)=O)C=2C(=NC=CC2C)C(C)C)N1)F (M)-tert-Butyl cis-4-(7-chloro-6-fluoro-1-(2-isopropyl-4-methylpyridin-3-yl)-2-oxo-1,2-dihydropyrido[2,3-d]pyrimidin-4-yl)-3,5-dimethylpiperazine-1-carboxylate